C(C)(C)(C)C1=CC=C(C=C1)NC1=CC=CC2=C1OC1=C2C=CC=C1 4-tertbutylphenyl-4-dibenzofuranylamine